(2S,3S)-2-({[(9H-fluoren-9-yl)methoxy]carbonyl}amino)-3-propoxybutanoic acid C1=CC=CC=2C3=CC=CC=C3C(C12)COC(=O)N[C@H](C(=O)O)[C@H](C)OCCC